2''-(difluoromethyl)-5''-methoxy-4-methyl-N-(5-((1S,2S)-2-(1-methyl-1H-pyrazol-3-yl)cyclopropyl)-1,3,4-thiadiazol-2-yl)-2-oxo-2H-[1,2':4',4''-terpyridine]-5'-carboxamide FC(C1=NC=C(C(=C1)C1=CC(=NC=C1C(=O)NC=1SC(=NN1)[C@@H]1[C@H](C1)C1=NN(C=C1)C)N1C(C=C(C=C1)C)=O)OC)F